(2-chloro-5-((trimethylsilyl)ethynyl)pyrimidin-4-yl)-1-(phenylsulfonyl)-1H-indole ClC1=NC=C(C(=N1)C=1N(C2=CC=CC=C2C1)S(=O)(=O)C1=CC=CC=C1)C#C[Si](C)(C)C